N-(3-Chloro-1H-indol-7-yl)-1-[(3-methylthietan-3-yl)methyl]pyrazol-4-sulfonamid ClC1=CNC2=C(C=CC=C12)NS(=O)(=O)C=1C=NN(C1)CC1(CSC1)C